CN(C=CC(=O)C1=CC=C(C#N)C=C1)C 4-(3-(dimethylamino)acryloyl)benzonitrile